3,5-bis(trifluoromethyl)benzenesulfonyl isocyanate FC(C=1C=C(C=C(C1)C(F)(F)F)S(=O)(=O)N=C=O)(F)F